3-cyclohexyl-6,7-difluoro-3-(4-hydroxyphenyl)-1-methylindolin-2-one C1(CCCCC1)C1(C(N(C2=C(C(=CC=C12)F)F)C)=O)C1=CC=C(C=C1)O